(1S,3S)-3-((2-(5-chloro-3-(((((R)-1-phenylethoxy)carbonyl)amino)methyl)thiophen-2-yl)-4-methylpyrimidin-5-yl)oxy)cyclohexane-1-carboxylic acid ClC1=CC(=C(S1)C1=NC=C(C(=N1)C)O[C@@H]1C[C@H](CCC1)C(=O)O)CNC(=O)O[C@H](C)C1=CC=CC=C1